1,3-dimethoxymethoxybenzene COCOC1=CC(=CC=C1)OCOC